tert-butyl N-[(3S,4S)-3-hydroxy-4-piperidyl]carbamate O[C@H]1CNCC[C@@H]1NC(OC(C)(C)C)=O